ClC(OC1=NN=NC=C1)Cl dichloromethoxytriazine